C(=O)(O)C=1C=C(C=CC1)C1=CC=C(C=N1)C(=O)O 6-(3-carboxyphenyl)-3-pyridinecarboxylic acid